O[C@@H]1[C@H](CN(CC1)C(C)=O)[C@@H]1N2C(C3=CC=CC=C13)=CN=C2 1-((3R,4S)-4-hydroxy-3-((S)-5H-imidazo[5,1-a]isoindol-5-yl)piperidin-1-yl)ethanone